[2-(4-formyl-4-hydroxy-cyclohexyl)pyrazolo[3,4-c]pyridin-5-yl]-6-(trifluoromethyl)pyridine-2-carboxamide C(=O)C1(CCC(CC1)N1N=C2C=NC(=CC2=C1)C=1C(=NC(=CC1)C(F)(F)F)C(=O)N)O